3-(4-(2,6-bis(benzyloxy)pyridin-3-yl)-3-methylphenyl)-3,9-diazaspiro[5.5]undecane C(C1=CC=CC=C1)OC1=NC(=CC=C1C1=C(C=C(C=C1)N1CCC2(CC1)CCNCC2)C)OCC2=CC=CC=C2